3-[[1-(2,6-dioxopiperidin-3-yl)-3-methyl-2-oxo-1,3-benzodiazol-5-yl]methoxy]propan-al O=C1NC(CCC1N1C(N(C2=C1C=CC(=C2)COCCC=O)C)=O)=O